(R)-2-((2-Amino-7-(5-((but-3-en-1-yl(methyl)amino)methyl)-2-oxo-1,2-Dihydropyridin-4-yl)pyrido[3,2-d]pyrimidin-4-yl)amino)-2-methylhexyl 1-methyl-1H-pyrazole-4-carboxylate CN1N=CC(=C1)C(=O)OC[C@](CCCC)(C)NC=1C2=C(N=C(N1)N)C=C(C=N2)C2=CC(NC=C2CN(C)CCC=C)=O